N-(4-(1-(cyclopropylsulfonyl)-1,2,3,6-tetrahydropyridin-4-yl)-1H-pyrrolo[2,3-b]pyridin-6-yl)cyclopropylcarboxamide C1(CC1)S(=O)(=O)N1CCC(=CC1)C1=C2C(=NC(=C1)NC(=O)C1CC1)NC=C2